6-bromo-5,7-difluoro-4-hydroxyquinoline-3-carboxylic acid ethyl ester C(C)OC(=O)C=1C=NC2=CC(=C(C(=C2C1O)F)Br)F